NC=1C2=C(N=CN1)N(C=C2C2=CC=C(C=C2)OC2=CC=CC=C2)[C@@H]2CC[C@H](CC2)N2C[C@H]([C@H](C2)N(C)C)O (3R,4S)-1-((trans)-4-(4-amino-5-(4-phenoxyphenyl)-7H-pyrrolo[2,3-d]pyrimidin-7-yl)cyclohexyl)-4-(dimethylamino)pyrrolidin-3-ol